6-[2,6-bis(2,4-dimethylphenyl)-1H-1,3,5-triazin-4-ylidene]-3-(6-methylheptyloxy)cyclohexa-2,4-dien-1-one CC1=C(C=CC(=C1)C)C=1NC(=NC(N1)=C1C=CC(=CC1=O)OCCCCCC(C)C)C1=C(C=C(C=C1)C)C